Cl.FC([C@H]1CNCC1)F (R)-3-(difluoromethyl)pyrrolidine hydrochloride